Ethyl 2-(2-{[3-(5-methyl-1,3-oxazol-2-yl)phenyl]formamido}ethyl)-3-oxo-2,3-dihydro-1H-isoindole-5-carboxylate CC1=CN=C(O1)C=1C=C(C=CC1)C(=O)NCCN1CC2=CC=C(C=C2C1=O)C(=O)OCC